2-(2-bromo-6-ethyl-3-methyl-8-oxo-7-(piperazin-1-yl)pyrido[2,3-b]pyrazin-5(8H)-yl)-N-(2-chloro-4-(trifluoromethyl)phenyl)acetamide trifluoroacetate FC(C(=O)O)(F)F.BrC=1N=C2C(=NC1C)N(C(=C(C2=O)N2CCNCC2)CC)CC(=O)NC2=C(C=C(C=C2)C(F)(F)F)Cl